N-(1-cyano-2-ethylperoxyethyl)propionamide C(#N)C(COOCC)NC(CC)=O